CO[Si](CCCNCCC)(OC)OC N-[3-(trimethoxysilyl)propyl]-1-propanamine